N-((1s,4s)-4-(3,3-Difluoropropoxy)cyclohexyl)-5,6-dihydrobenzo[f]imidazo[1,5-d][1,4]oxazepine-10-carboxamide FC(CCOC1CCC(CC1)NC(=O)C=1C=CC2=C(C=3N(CCO2)C=NC3)C1)F